tert-butyl (R)-3-(2-(difluoromethyl)-4-(methylcarbamoyl) phenyl)-2-(isopropylamino)-6-methyl-4-oxo-4,5,6,8-tetrahydropyrido[3,4-d]pyrimidine-7(3H)-carboxylate FC(C1=C(C=CC(=C1)C(NC)=O)N1C(=NC2=C(C1=O)C[C@H](N(C2)C(=O)OC(C)(C)C)C)NC(C)C)F